2-chloro-3-ethyl-1,3-benzoxazole ClC1OC2=C(N1CC)C=CC=C2